FC1=CC=C(C=C1)/C=C/C(=O)N[C@@H](CO)C1=NC(=NO1)C1=CC=C(C=C1)C(F)(F)F (2E)-3-(4-fluorophenyl)-N-[(1S)-2-hydroxy-1-{3-[4-(trifluoromethyl)phenyl]-1,2,4-oxadiazol-5-yl}ethyl]prop-2-enamide